5-{1-[2-chloro-6-(ethylamino)pyrimidin-4-yl]-3-methylcyclobutyl}-4-methyl-1,2,4-triazole-3-thiol ClC1=NC(=CC(=N1)C1(CC(C1)C)C=1N(C(=NN1)S)C)NCC